C(=O)C1(CCCCC1)NC(OC(C)(C)C)=O tert-butyl (1-formylcyclohexyl)carbamate